C1(C=CC2=CC=CC=C12)=O Indene-1-one